ethyl (2R,3S)-2-[(3-amino-2-pyridyl)amino]-3-(tert-butoxycarbonylamino)-3-phenyl-propanoate NC=1C(=NC=CC1)N[C@@H](C(=O)OCC)[C@H](C1=CC=CC=C1)NC(=O)OC(C)(C)C